FC=1C=C(C=CC1)C=1C(=NN(C1C(=O)O)C=1SC(=C(N1)C1=CC=C(C=C1)C(F)(F)F)C(C)OC)C 4-(3-fluorophenyl)-1-(5-(1-methoxyethyl)-4-(4-(trifluoromethyl)phenyl)thiazol-2-yl)-3-methyl-1H-pyrazole-5-carboxylic acid